ClC=1C=C(C=C(C1)Cl)C1(CC(=NO1)N1CC=2C=NC(=CC2C1)C(=O)NCC(=O)NC)C(F)(F)F 2-(5-(3,5-dichlorophenyl)-5-(trifluoromethyl)-4,5-dihydroisoxazol-3-yl)-N-(2-(methylamino)-2-oxoethyl)-2,3-dihydro-1H-pyrrolo[3,4-c]pyridine-6-carboxamide